4-(4-bromo-5-(4-methoxyphenyl)thiophen-2-yl)phenol BrC=1C=C(SC1C1=CC=C(C=C1)OC)C1=CC=C(C=C1)O